(7aR,11aR)-7,9-dimethyl-N-(3-methyl-4-((1-methyl-1H-benzo[d]imidazol-5-yl)oxy)phenyl)-7a,8,9,10,11,11a-hexahydro-7H-pyrido[4,3-b]pyrimido[5',4':4,5]pyrido[2,3-e][1,4]oxazin-1-amine CN1[C@H]2[C@H](OC3=C1N=CC=1C3=C(N=CN1)NC1=CC(=C(C=C1)OC1=CC3=C(N(C=N3)C)C=C1)C)CCN(C2)C